C=CC(=O)OCC12CCC(C1)C3C2(CCC3)COC(=O)C=C Tricyclo[5.2.1.02,6]decanedimethanol diacrylate